4-(2-((E)-2-(6-((E)-(4-hydroxyphenyl)azo)-2,3-dihydro-1H-xanthen-4-yl)vinyl)benzo[cd]indol-1-yl)butane-1-sulfonic acid OC1=CC=C(C=C1)\N=N\C=1C=C2OC3=C(CCCC3=CC2=CC1)/C=C/C1N(C2=CC=CC=3C2=C1C=CC3)CCCCS(=O)(=O)O